CC1(C[C@H](NC1)C(=O)OCC1=CC=CC=C1)C benzyl 4,4-dimethyl-L-prolinate